N-methyl-2'-(pyrido[4,3-d]pyrimidin-2-yloxy)biphenyl-3-amine CNC=1C=C(C=CC1)C1=C(C=CC=C1)OC=1N=CC2=C(N1)C=CN=C2